C(=O)[O-].C(=O)(O)[C@@H]1[C@@H]2[C@H]1CC=1C=C(C=CC21)OCC=2C=C(C=CC2F)C2=C1C(=[NH+]C(=C2)C)C=NN1C 7-(3-((((1S,1as,6aR)-1-carboxy-1,1a,6,6a-tetrahydrocyclopropa[a]inden-4-yl)oxy)methyl)-4-fluorophenyl)-1,5-dimethyl-1H-pyrazolo[4,3-b]pyridin-4-ium formate